OC(CCCC1=CCC(CC1)C=O)(C)C 4-(4-hydroxy-4-methylpentyl)-3-cyclohexenecarbaldehyde